C1(CCC1)C=1SC=2CN(CCC2N1)C1=NC=2N(C=C1C)C(NN2)=O 7-(2-cyclobutyl-6,7-dihydrothiazolo[5,4-c]pyridin-5(4H)-yl)-6-methyl-[1,2,4]triazolo[4,3-a]pyrimidin-3(2H)-one